C(CC)(=O)OC(C)C propanoic acid, 1-methylethyl ester